3-(6-Fluoropyridin-3-yl)-2-[4-(1-methylimidazol-5-yl)hexahydropyridin-1-yl]benzene-1-carbonitrile FC1=CC=C(C=N1)C=1C(=C(C=CC1)C#N)N1CCC(CC1)C1=CN=CN1C